CC1=NNC2=CC=CC(=C12)Br 3-Methyl-4-bromoindazole